C1(=CC=CC=C1)N1CCN(CC1)C(=O)[O-] 4-phenyl-piperazine-1-carboxylate